C(CCCCCCC\C=C/CCCCCCCC)OC(C[N+](C)(C)C)COCCCCCCCC\C=C/CCCCCCCC (2,3-dioleoxypropyl)trimethyl-ammonium